[Si](C1=CC=CC=C1)(C1=CC=CC=C1)(C(C)(C)C)O[C@@H]1CC[C@H](CC1)C=O trans-4-((tert-butyldiphenylsilyl)oxy)cyclohexanecarboxaldehyde